C(C)(C)(C)[SiH](C)C tertiary butyldimethylsilane